N,N-bis[2-(t-butoxycarbonylamino)ethyl]ethylenediamine C(C)(C)(C)OC(=O)NCCN(CCN)CCNC(=O)OC(C)(C)C